ClC1=CC=C(C=C1)NC(=O)N[C@@H](C(C)C)C(=O)N[C@H](CCC(=O)OCC)C(=O)OCC diethyl ((4-chlorophenyl)carbamoyl)-L-valyl-D-glutamate